N-(2-((4-(((2S,4R)-2-methyl-1-propionyl-1,2,3,4-tetrahydroquinolin-4-yl)amino)phenyl)amino)-2-oxoethyl)glycinate C[C@@H]1N(C2=CC=CC=C2[C@@H](C1)NC1=CC=C(C=C1)NC(CNCC(=O)[O-])=O)C(CC)=O